(R)-2-bromo-2-chloroacetophenone Br[C@H](C(=O)C1=CC=CC=C1)Cl